4-(2-(pyridin-3-ylmethyl)-2H-tetrazol-5-yl)phenethylcarbamic acid tert-butyl ester C(C)(C)(C)OC(NCCC1=CC=C(C=C1)C=1N=NN(N1)CC=1C=NC=CC1)=O